diphenyliodonium tetra(perfluorophenyl)borate FC1=C(C(=C(C(=C1F)F)F)F)[B-](C1=C(C(=C(C(=C1F)F)F)F)F)(C1=C(C(=C(C(=C1F)F)F)F)F)C1=C(C(=C(C(=C1F)F)F)F)F.C1(=CC=CC=C1)[I+]C1=CC=CC=C1